ClC1=CC=2N(C=C1)C=C(N2)C=O 7-chloroimidazo[1,2-a]pyridine-2-carbaldehyde